tert-butyl (3-(2-amino-4-bromo-5-fluorophenyl)prop-2-yn-1-yl)carbamate NC1=C(C=C(C(=C1)Br)F)C#CCNC(OC(C)(C)C)=O